ClC1=C(C=C(C=N1)C=1C=NC=2N(C1)N=C(C2)C(F)(F)F)S(=O)(=O)CC 6-(6-chloro-5-(ethylsulfonyl)pyridin-3-yl)-2-(trifluoromethyl)pyrazolo[1,5-a]pyrimidine